tert-butyl-N-{[(4R)-8-(2,5-dimethylpyridin-4-yl)-3,4-dihydro-2H-1-benzopyran-4-yl]methyl}carbamate C(C)(C)(C)OC(NC[C@@H]1CCOC2=C1C=CC=C2C2=CC(=NC=C2C)C)=O